CC1=CC(=NC(=N1)NC1=CC=C(C=C1)NC(CC1=CC=CC=C1)=O)N(C)CCOCCOCCOCCC(=O)O 2-(6-methyl-2-((4-(2-phenylacetamido)phenyl)amino)pyrimidin-4-yl)-5,8,11-trioxa-2-azatetradecan-14-oic acid